5-(trifluoro-methyl)-1,2,4-oxadiazol FC(C1=NC=NO1)(F)F